N2-[5-chloro-1-[3-fluoro-1-(oxetan-3-yl)-4-piperidinyl]pyrazol-4-yl]-N4-methyl-5-(trifluoromethyl)pyrimidine-2,4-diamine ClC1=C(C=NN1C1C(CN(CC1)C1COC1)F)NC1=NC=C(C(=N1)NC)C(F)(F)F